C(C)(=O)C[C@H]1O[C@@H]([C@H]([C@H]1CC(=O)[O-])CC(=O)[O-])C=1C(NC(NC1)=O)=O (2R,3R,4S,5S)-2-(acetylmethyl)-5-(2,4-dioxo-1,2,3,4-tetrahydropyrimidine-5-yl)tetrahydrofuran-3,4-diacetate